C(C=C)N1C(N([C@H]2[C@H](O)[C@H](O)[C@@H](CO)O2)C=2N=C(NC(C12)=O)N)=O 7-allyl-7,8-dihydro-8-oxoguanosine